4,6-diethoxypyrimidine C(C)OC1=NC=NC(=C1)OCC